NC1=NN2C(C=CC(=C2)C=2C=CC(=C(C2)NC(=O)N2OCC[C@H]2C2=CC=CC=C2)C2CC2)=N1 (S)-N-(5-(2-amino-[1,2,4]triazolo[1,5-a]pyridin-6-yl)-2-cyclopropylphenyl)-3-phenylisoxazolidine-2-carboxamide